6-chloro-1-cyclopropyl-2-(4-methylsulfonylphenyl)pyrrolo[3,2-c]pyridine ClC1=CC2=C(C=N1)C=C(N2C2CC2)C2=CC=C(C=C2)S(=O)(=O)C